NCCNCCS(=O)(=O)O 2-[(2-aminoethyl)-amino]-ethanesulfonic acid